FC(OC1=C(C=CC=C1)/C=C/C(=O)O)(F)F (E)-3-(trifluoromethoxyphenyl)acrylic acid